3-{4-[(7-methoxy-4-quinazolinyl)oxy]-2,2-dimethylcyclohexyl}-1-[5-(trifluoromethyl)-3-pyridinyl]-2,4-imidazolidinedione COC1=CC=C2C(=NC=NC2=C1)OC1CC(C(CC1)N1C(N(CC1=O)C=1C=NC=C(C1)C(F)(F)F)=O)(C)C